O[C@@H](CO)C1=C2C=CC=NC2=C(C=C1CN(C(C=C)=O)C)C1=CC=C(C=C1)OC(F)(F)F N-[[5-[(1R)-1,2-dihydroxyethyl]-8-[4-(trifluoromethoxy)phenyl]-6-quinolyl]methyl]-N-methyl-prop-2-enamide